1-{2-methoxy-1-[6-(2,2,2-trifluoro-ethoxy)-pyrimidin-4-yl]-ethyl}-3-spiro[3.3]hept-2-yl-urea COCC(C1=NC=NC(=C1)OCC(F)(F)F)NC(=O)NC1CC2(C1)CCC2